2-(4-((4-(4-methoxyphenyl)-5-oxo-4,5-dihydro-1H-1,2,4-triazol-1-yl)methyl)-2,6-Dimethylphenoxy)-2-methylpropanoic acid ethyl ester C(C)OC(C(C)(C)OC1=C(C=C(C=C1C)CN1N=CN(C1=O)C1=CC=C(C=C1)OC)C)=O